N(=[N+]=[N-])[C@H]1C[C@@H](OC[C@H]1NCCOC)C(=O)N1[C@H](C2=CC=CC=C2CC1)C1=CC=C(C=C1)F ((2R,4S,5S)-4-azido-5-((2-methoxyethyl)amino)tetrahydro-2H-pyran-2-yl)((S)-1-(4-fluorophenyl)-3,4-dihydroisoquinolin-2(1H)-yl)methanone